N-[1-[5-fluoro-2-[[1-(2-hydroxyethyl)-3-methyl-pyrazol-4-yl]amino]pyrimidin-4-yl]-3-methyl-indol-5-yl]prop-2-enamide FC=1C(=NC(=NC1)NC=1C(=NN(C1)CCO)C)N1C=C(C2=CC(=CC=C12)NC(C=C)=O)C